CN1N=CC=C1C=1C=C(N(C1)C)C(=O)OC methyl 4-(1-methyl-1H-pyrazol-5-yl)-1-methyl-1H-pyrrole-2-carboxylate